7-(8-((tert-butoxycarbonyl)amino)-3-((2,5-dimethyl-1,2,3,4-tetrahydroisoquinolin-7-yl)amino)-7-Fluoroisoquinolin-6-yl)-8-methyl-2,3-dihydro-1H-pyrido[2,3-b][1,4]oxazine-1-carboxylate C(C)(C)(C)OC(=O)NC=1C(=C(C=C2C=C(N=CC12)NC1=CC(=C2CCN(CC2=C1)C)C)C1=C(C2=C(OCCN2C(=O)[O-])N=C1)C)F